CON(C(=O)C1CCC1)C N-methoxy-N-methylcyclobutaneamide